5,5-dimethyl-3-(4-(methyl-(3-(piperidin-1-yl)propyl)amino)styryl)cyclohex-2-en Methyl-3-amino-4-bromo-1-ethyl-1H-pyrazole-5-carboxylate COC(=O)C1=C(C(=NN1CC)N)Br.CC1(CC(=CCC1)C=CC1=CC=C(C=C1)N(CCCN1CCCCC1)C)C